C1(CC1)CN1C=CC2=NN(C(C(=C21)C2=CC=C(C=C2)OC(F)F)=O)CC2=CC=C(C=C2)OC 5-(cyclopropylmethyl)-4-(4-(difluoromethoxy)phenyl)-2-(4-methoxybenzyl)-2,5-dihydro-3H-pyrrolo[3,2-c]pyridazin-3-one